(R)-1-(7-bromo-6,8-difluoro-2-(((2R,7aS)-2-fluorohexahydro-1H-pyrrolizin-7a-yl)methoxy)quinazolin-4-yl)-3-methylpiperidin-3-ol BrC1=C(C=C2C(=NC(=NC2=C1F)OC[C@]12CCCN2C[C@@H](C1)F)N1C[C@@](CCC1)(O)C)F